NC1=C(C=C(C=C1)C=1SC=CC1)NC(C1=CC=C(C=C1)S(=O)(=N)C1=NC=CC=C1)=O N-[2-amino-5-(2-thienyl)phenyl]-4-(2-pyridylsulfonimidoyl)benzamide